CC(CCN1CCC(CC1)N1N=C(C(=C1C=1C=C(C=2N(C1)N=CN2)C)C(C)C)C(=O)N)(C)C 1-N-(1-(3,3-dimethylbutyl)piperidin-4-yl)-4-isopropyl-5-(8-methyl-[1,2,4]triazolo[1,5-a]pyridin-6-yl)-1H-pyrazole-3-carboxamide